cis-tert-butyl-4-amino-3-fluoropiperidine-1-carboxylate C(C)(C)(C)OC(=O)N1C[C@H]([C@H](CC1)N)F